[Se](=O)(=O)([O-])[O-].[Se+2] selenium (selenate)